FC(C1=CC2=C(SC(=C2)C(=O)OC2=C(C(=C(C(=C2F)F)F)F)F)C=C1)P(=O)(OC1=CC=CC=C1)N[C@H](C(OCCC(F)(F)F)=O)C Perfluorophenyl 5-(fluoro((((S)-1-oxo-1-(3,3,3-trifluoropropoxy)propan-2-yl)amino)(phenoxy)phosphoryl)methyl)benzo[b]thiophene-2-carboxylate